thidiazepine S1N=NC=CC=C1